ClC=1C(=CC=C2N=CC(=NC12)C=1C=NN(C1)CC1CC(C1)(F)F)OC1=C(C2=C(NC(=N2)C)C=C1)F 8-chloro-2-[1-[(3,3-difluorocyclobutyl)methyl]pyrazol-4-yl]-7-[(4-fluoro-2-methyl-1H-benzimidazol-5-yl)oxy]quinoxaline